2-Chloro-5-cyano-4-fluoro-N-methylbenzenesulfonamide ClC1=C(C=C(C(=C1)F)C#N)S(=O)(=O)NC